C(C)(C)(C)OC(=O)NCCCC[C@H](NC([C@@H](NC(CCCC#CC=1C=NC(=NC1)SC)=O)C(C)C)=O)C(=O)O N6-(tert-butoxycarbonyl)-N2-((6-(2-(methylthio)pyrimidin-5-yl)-hex-5-ynoyl)-L-valyl)-L-lysine